BrC=1C=2N(N=CC1C(=O)OCC)C=C(N2)C2=CC(=CC(=C2)Cl)Cl ethyl 8-bromo-2-(3,5-dichlorophenyl)imidazo[1,2-b]pyridazine-7-carboxylate